(±)-(1'R,3'S,6'R,8'R)-spiro[[1,3]dioxolane-2,2'-tricyclo[4.2.1.03,8]nonane] [C@H]12C3([C@H]4CC[C@H](C[C@H]41)C2)OCCO3 |r|